(R)-1-amino-2-propanol NC[C@@H](C)O